N,N-dipropyl-2-benzothiazolylsulfenamide C(CC)N(SC=1SC2=C(N1)C=CC=C2)CCC